(E)-3-(3,4-difluorobenzylidene)-7-fluoro-6-(4-methylpiperazin-1-yl)-2,3-dihydropyrrolo[2,1-b]quinazolin-9(1H)-one FC=1C=C(\C=C\2/CCN3C2=NC=2C=C(C(=CC2C3=O)F)N3CCN(CC3)C)C=CC1F